1-((7-(5-chloro-1-((4-fluoropiperidin-4-yl)methyl)-1H-indol-7-yl)thieno[3,2-b]pyridin-2-yl)methyl)-4-cyclopropylpiperazine-2,6-dione trifluoroacetate FC(C(=O)O)(F)F.ClC=1C=C2C=CN(C2=C(C1)C1=C2C(=NC=C1)C=C(S2)CN2C(CN(CC2=O)C2CC2)=O)CC2(CCNCC2)F